C(C1=CC=CC=C1)N1CC2=C(CC1)SC(=N2)N 5-benzyl-4,5,6,7-tetrahydrothiazolo[4,5-c]pyridin-2-amine